(2S)-2-[[(E)-3-(2,5-dimethoxyphenyl)prop-2-enoyl]amino]-N-[4-(hydroxycarbamoyl)phenyl]-3-(4-nitrophenyl)propanamide COC1=C(C=C(C=C1)OC)/C=C/C(=O)N[C@H](C(=O)NC1=CC=C(C=C1)C(NO)=O)CC1=CC=C(C=C1)[N+](=O)[O-]